7-((4-(6-methylcarbamoyl-2-fluoropyridin-3-yl)piperazin-1-yl)methyl)-6-fluoro-3,5-dihydrofuro[3,4-c]quinolin-4(1H)-one CNC(=O)C1=CC=C(C(=N1)F)N1CCN(CC1)CC=1C=CC=2C3=C(C(NC2C1F)=O)COC3